N-[4-[(2,3-diamino-4-pyridinyl)oxy]-2,5-difluoro-phenyl]carbamic acid tert-butyl ester C(C)(C)(C)OC(NC1=C(C=C(C(=C1)F)OC1=C(C(=NC=C1)N)N)F)=O